(2S)-2-(4-(1H-indol-6-oxymethyl)benzyl)amino-propionamide N1C=CC2=CC=C(C=C12)OCC1=CC=C(CN[C@H](C(=O)N)C)C=C1